ClC=1C2=C(N(C(N1)=O)C1=C(C=CC=C1)C(C)C)C=NC(=C2)C 4-chloro-1-(2-isopropylphenyl)-6-methylpyrido[3,4-d]pyrimidin-2(1H)-one